COC1=C(C=CC=C1)C1=C(C=CC=C1)C 2-methoxy-2'-methyl-1,1'-biphenyl